(1r,2S,5S)-N-((S)-1-amino-1-oxo-3-((S)-2-oxopiperidin-3-yl)propan-2-yl)-3-((S)-2-(2,2-difluoroacetamido)-3,3-dimethylbutyryl)-6,6-dimethyl-3-azabicyclo[3.1.0]hexane-2-carboxamide NC([C@H](C[C@H]1C(NCCC1)=O)NC(=O)[C@@H]1[C@H]2C([C@H]2CN1C([C@H](C(C)(C)C)NC(C(F)F)=O)=O)(C)C)=O